C(CCC)OC(C1CCN(CC1)C1=CC(=C(C(=C1)F)C=1CC=NCC1)F)OCCCC 4-{4-[4-(Dibutoxymethyl)piperidin-1-yl]-2,6-difluorophenyl}-3,6-dihydropyridin